silver bisphosphonate P([O-])([O-])=O.P([O-])([O-])=O.[Ag+].[Ag+].[Ag+].[Ag+]